2-(methylsulfanyl)-7-(trifluoromethyl)pyrido[2,3-d]pyrimidine ethyl-N-benzyl-P-(4-(5-(trifluoromethyl)-1,3,4-oxadiazol-2-yl)benzyl)phosphonamidate C(C)OP(=O)(NCC1=CC=CC=C1)CC1=CC=C(C=C1)C=1OC(=NN1)C(F)(F)F.CSC=1N=CC2=C(N1)N=C(C=C2)C(F)(F)F